C(C(O)C)(=O)C(C(=O)O)(O)C lactyllactic acid